4-(quinazolin-2-ylamino)isoindoline-2-carbonitrile N1=C(N=CC2=CC=CC=C12)NC1=C2CN(CC2=CC=C1)C#N